BrC1=C2C[C@@H](N=CC2=CC=C1)CO[Si](C)(C)C(C)(C)C [(3R)-5-bromo-3,4-dihydroisoquinolin-3-yl]methoxy-tert-butyldimethyl-silane